FC=1C=C(C=C(C1)F)N1[C@H](CN(CC1)C(CCC(=O)C=1N=COC1)=O)C 1-[(3S)-4-(3,5-difluorophenyl)-3-methyl-piperazin-1-yl]-4-oxazol-4-yl-butane-1,4-dione